5-Chloro-N2-(5-methoxy-2-methylphenyl)-N4-(4-methyl-pyrimidin-2-yl)pyrimidine-2,4-diamine ClC=1C(=NC(=NC1)NC1=C(C=CC(=C1)OC)C)NC1=NC=CC(=N1)C